(S)-1'-(5-(quinolin-4-ylthio)pyrazin-2-yl)-5,7-dihydrospiro[cyclopenta[b]pyridine-6,4'-piperidin]-5-amine N1=CC=C(C2=CC=CC=C12)SC=1N=CC(=NC1)N1CCC2(CC1)[C@@H](C=1C(=NC=CC1)C2)N